methyl 4-(4-bromo-2-chloro-5-fluorophenyl)-4-cyanobutanoate BrC1=CC(=C(C=C1F)C(CCC(=O)OC)C#N)Cl